5-(5-(cyclopropylcarbamoyl)-2-methylphenyl)-2-((1-hydroxy-2-methylpropan-2-yl)amino)-N-(tetrahydro-2H-pyran-4-yl)nicotinamide C1(CC1)NC(=O)C=1C=CC(=C(C1)C=1C=NC(=C(C(=O)NC2CCOCC2)C1)NC(CO)(C)C)C